2-(4-fluorophenyl)-N-(2-(4-methylpiperazin-1-yl)ethyl)-5-(2-nitrophenyl)Oxazole-4-carboxylic acid amide FC1=CC=C(C=C1)C=1OC(=C(N1)C(=O)NCCN1CCN(CC1)C)C1=C(C=CC=C1)[N+](=O)[O-]